CN1N=CC(=C1C1=CC(=CC=C1)[N+](=O)[O-])C(=O)NNC(NC)=S 1-Methyl-N-[(methylcarbamothioyl)amino]-5-(3-nitrophenyl)pyrazole-4-carboxamide